C(C)(C)S(=O)(=O)C1=C(C=CC=C1)C1(C2=C(N=C(N1)N)SC=C2)N 4-(2-(isopropylsulfonyl)phenyl)thieno[2,3-d]Pyrimidine-2,4-diamine